C(C=C)#N.[Si] SILICON ACRYLONITRILE